3-(methoxymethyl)-3-methylazetidine-1-sulfonamide trifluoroacetate FC(C(=O)O)(F)F.COCC1(CN(C1)S(=O)(=O)N)C